C1(CCCC1)[C@H](C)N (S)-1-cyclopentylethylamine